4-Methyl-5-nitro-3-phenyl-1H-pyrrol CC=1C(=CNC1[N+](=O)[O-])C1=CC=CC=C1